CC(CCC(CCC(=O)N1[C@@H](CCC1)C(=O)N1[C@@H](CCC1)C(=O)O)=O)C 7-methyl-4-oxo-octanoyl-L-prolyl-L-proline